C(C1=CC=CC=C1)OC1=C(N(C=C(C1=O)C(NCC1=C(C=C(C=C1F)F)F)=O)N(C(=O)OC(C)(C)C)C(C)C=C)C(=O)OC Methyl 3-(benzyloxy)-1-(but-3-en-2-yl(tert-butoxycarbonyl)amino)-4-oxo-5-((2,4,6-trifluorobenzyl)carbamoyl)-1,4-dihydropyridine-2-carboxylate